lithium 4-[4-(cyclohexylmethoxy)-2-pyridyl] tetrahydropyran-4-carboxylate O1CCC(CC1)C(=O)OC1=NC=CC(=C1)OCC1CCCCC1.[Li]